(2-methoxyphenyl)-7-(4-(1-methyl-4-(trifluoromethyl)-1H-imidazol-2-yl)benzyl)thieno[3,2-d]pyrimidine COC1=C(C=CC=C1)C=1N=CC2=C(N1)C(=CS2)CC2=CC=C(C=C2)C=2N(C=C(N2)C(F)(F)F)C